C(C)(C)(C)OC(=O)NC(C(=O)OC)C1CC(N(CC1)C(=O)OC(C)(C)C)=O tert-butyl 4-(1-((tert-butoxycarbonyl)amino)-2-methoxy-2-oxoethyl)-2-oxopiperidine-1-carboxylate